COC1=NC=CC(=C1)NC(OC[C@@H]1OC2=C(C1)C1=C(N=C(S1)C1=C3N=CC(=NC3=CC(=C1)C)OC)C=C2F)=O (R)-(5-fluoro-2-(2-methoxy-7-methylquinoxalin-5-yl)-7,8-dihydrobenzofuro[5,4-d]thiazol-7-yl)methyl (2-methoxypyridin-4-yl)carbamate